iso-Buten C=C(C)C